1,3,3-trimethyl-7-(((S)-3-methylpiperidin-1-yl)methyl)-2,3-dihydro-1H-pyrrolo[3,2-b]pyridine-5-carboxamide CN1CC(C2=NC(=CC(=C21)CN2C[C@H](CCC2)C)C(=O)N)(C)C